BrC=1C=C2C(=NC(=NC2=CC1)Cl)N(C1CC1)CC1=CC(=CC=C1)Cl 6-bromo-2-chloro-N-(3-chlorobenzyl)-N-cyclopropylquinazolin-4-amine